O=C1NOC2=C(C=C1)C=CC=C2 oxobenzoxaazepin